C[C@H]1[C@H](C1)C(=O)O (1S,2R)-2-methylcyclopropane-1-formic acid